Cl.FC1=C(C(=O)NC2CCN(CC2)C)C=C(C(=C1)NC1=NC=C(C(=N1)OC1=C2C(N(CC2=CC=C1)C)=O)C(F)(F)F)OC 2-fluoro-5-methoxy-4-((4-((2-methyl-3-oxoisoindolin-4-yl)oxy)-5-(trifluoromethyl)pyrimidin-2-yl)amino)-N-(1-methylpiperidin-4-yl)benzamide hydrochloride